6-((5-Amino-3-(2,2,2-trifluoroethoxy)pyridin-2-yl)oxy)-3-methyl-N-(3-methyl-1,1-dioxidothietan-3-yl)imidazo[1,2-a]pyridine-2-carboxamide NC=1C=C(C(=NC1)OC=1C=CC=2N(C1)C(=C(N2)C(=O)NC2(CS(C2)(=O)=O)C)C)OCC(F)(F)F